[Ru](Cl)Cl.N1=C(C=CC=C1)C1=NC=CC=C1.N1=C(C=CC=C1)C1=NC=CC=C1.N1=C(C=CC=C1)C1=NC=CC=C1 Tris(2,2'-bipyridyl) ruthenium(II) chloride